C(=O)(OCC1C2=CC=CC=C2C2=CC=CC=C12)C([C@@H](C(=O)O)N)SSC[C@@H](C(=O)O)N FmocCystine